FC1(OC2=C(O1)C=CC(=C2)C2(CC2)C(=O)N[C@@H]2C[C@@H](O[C@@H](C2)C2=CC=CC=C2)C=2C=C(C(=O)O)C=CC2)F 3-[(2r,4s,6s)-4-({[1-(2,2-difluoro-1,3-benzodioxol-5-yl)cyclopropyl]carbonyl}amino)-6-phenyltetrahydro-2H-pyran-2-yl]benzoic acid